FC=1C=C(C=CC1F)[C@H](CCB1OC(C(O1)(C)C)(C)C)NC(C(C)(C)C)=O (S)-N-(1-(3,4-difluorophenyl)-3-(4,4,5,5-tetramethyl-1,3,2-dioxaborolan-2-yl)propyl)pivalamide